5-(2-Fluoro-6-methoxyphenyl)-3-(2-(4-methylpiperazin-1-yl)thiazol-5-yl)-1H-pyrazolo[4,3-c]pyridazin-6(5H)-on FC1=C(C(=CC=C1)OC)N1N=C2C(=CC1=O)NN=C2C2=CN=C(S2)N2CCN(CC2)C